(R)-N-(5-(4-(4,5-difluoro-2-(2-hydroxypropan-2-yl)phenyl-amino)-1,3,5-triazin-2-ylamino)-2-(3-(dimethylamino)pyrrolidin-1-yl)-4-methoxyphenyl)acrylamide FC1=CC(=C(C=C1F)NC1=NC(=NC=N1)NC=1C(=CC(=C(C1)NC(C=C)=O)N1C[C@@H](CC1)N(C)C)OC)C(C)(C)O